4-((S)-4-acryloyl-2-methylpiperazin-1-yl)-6-fluoro-7-(2-fluorophenoxy)-1-(2-Isopropyl-6-methylphenyl)pyrido[2,3-d]pyrimidin-2(1H)-one C(C=C)(=O)N1C[C@@H](N(CC1)C=1C2=C(N(C(N1)=O)C1=C(C=CC=C1C)C(C)C)N=C(C(=C2)F)OC2=C(C=CC=C2)F)C